FC1=NN(C=C1[N+](=O)[O-])C(CC)C=1C(=NN(C1)COCC[Si](C)(C)C)CC(F)(F)F 2-[[4-[1-(3-fluoro-4-nitro-pyrazol-1-yl)propyl]-3-(2,2,2-trifluoroethyl)pyrazol-1-yl]methoxy]ethyl-trimethyl-silane